N1C=NC2=C1C=CC(=C2)N2C(NCC2C2=CC(=C(C=C2)O)O)=O 1-(1H-Benzo[d]imidazol-5-yl)-5-(3,4-dihydroxyphenyl)imidazolidin-2-on